8-(4-(([1,1'-biphenyl]-3-ylmethyl)amino)-6-amino-1,3,5-triazin-2-yl)-2,8-diazaspiro[4.5]decane-3-carboxylic acid C1(=CC(=CC=C1)CNC1=NC(=NC(=N1)N)N1CCC2(CC(NC2)C(=O)O)CC1)C1=CC=CC=C1